ClC1=CC(=C(C=C1)C1=NN=C(C(N1C)=O)N[C@H]1CN(CCC1)CC)O 3-(4-Chloro-2-hydroxyphenyl)-6-[[(3R)-1-ethyl-3-piperidyl]amino]-4-methyl-1,2,4-triazin-5-on